(2R,2'R,3R,3'R,4R,4'R,5S,5'S)-6,6'-((4-aminobutyl)azanediyl)bis(hexane-1,2,3,4,5-pentaol) NCCCCN(C[C@@H]([C@H]([C@@H]([C@@H](CO)O)O)O)O)C[C@@H]([C@H]([C@@H]([C@@H](CO)O)O)O)O